O=S1(CC(CC1)NC(=O)C1=CC=C2C(=CN(C2=C1)C1=CC=C(C=C1)F)C1=NC=CC(=C1)C)=O N-(1,1-dioxidotetrahydrothiophen-3-yl)-1-(4-fluorophenyl)-3-(4-methylpyridin-2-yl)-1H-indole-6-carboxamide